2,2-bis(2-hydroxyethoxy)-6,6-bis(naphthalen-2-yl)-1,1-binaphthyl OCCOC1(C(=C2C=CC(C=C2C=C1)(C1=CC2=CC=CC=C2C=C1)C1=CC2=CC=CC=C2C=C1)C1=CC=CC2=CC=CC=C12)OCCO